O[C@@H](C)C1=CC=CC(=N1)NC(=O)C1=C(C(=O)O)C=C(C=C1)C(F)(F)F 2-({6-[(1S)-1-hydroxyethyl]pyridin-2-yl}carbamoyl)-5-(trifluoromethyl)benzoic acid